C1(CCC1)OC1=CC=2N(C=C1C(=O)NC1=NC(=CC=C1)C=1C=NN(C1)C)C=C(N2)C21COC(CC2)(C1)C 7-Cyclobutoxy-N-(6-(1-methyl-1H-pyrazol-4-yl)pyridin-2-yl)-2-(1-methyl-2-oxabicyclo[2.2.1]heptan-4-yl)imidazo[1,2-a]pyridine-6-carboxamide